8-methoxy-N-((R)-1-(3-nitro-5-(trifluoromethyl)phenyl)ethyl)-7-(((S)-tetrahydrofuran-3-yl)oxy)imidazo[1,5-a]quinazolin-5-amine COC1=C(C=C2C(=NC=3N(C2=C1)C=NC3)N[C@H](C)C3=CC(=CC(=C3)C(F)(F)F)[N+](=O)[O-])O[C@@H]3COCC3